ClC1=NC=C(C2=CC=C(C=C12)OC(C#N)COC)C1=C(C=CC=C1)C 2-((1-chloro-4-(o-tolyl)isoquinolin-7-yl)oxy)-3-methoxypropanenitrile